N-(4-chlorophenyl)piperazine-1-carboxamide chromium mercury [Hg].[Cr].ClC1=CC=C(C=C1)NC(=O)N1CCNCC1